{2-[(5,6-difluoro-1H-indol-3-yl)amino]-5-(trifluoromethyl)-1H-benzo[d]imidazol-1-yl}(methyl)carbamic acid tert-butyl ester C(C)(C)(C)OC(N(C)N1C(=NC2=C1C=CC(=C2)C(F)(F)F)NC2=CNC1=CC(=C(C=C21)F)F)=O